ClC=1C=C(C=CC1C1=C(N=C(N1)C1=NC=C(C=C1)F)Cl)S(=O)(=O)N1CC(C1)C(=O)OC Methyl 1-((3-chloro-4-(4-chloro-2-(5-fluoropyridin-2-yl)-1H-imidazol-5-yl)phenyl)sulfonyl)azetidine-3-carboxylate